C1=CC=CC=2C3=CC=CC=C3N(C12)C1=CC=C(C=C1)S(=O)(=O)C1=CC=C(C=C1)N1C=2C=CC=CC2C(C2=CC=CC=C12)(C)C 10-(4-((4-(9H-carbazol-9-yl)phenyl)sulfonyl)phenyl)-9,9-dimethyl-9,10-dihydroacridine